5-[2-(2-{[(3-Methoxyphenyl)(methyl)oxo-λ6-sulfanylidene]amino}phenyl)-ethynyl]pyridin COC=1C=C(C=CC1)S(=O)(C)=NC1=C(C=CC=C1)C#CC=1C=CC=NC1